C1(CC1)CCNC1=NC(=NC=C1F)NC1=CC2=C(B(OC2)O)C=C1 5-((4-((2-cyclopropylethyl)amino)-5-fluoropyrimidin-2-yl)amino)benzo[c][1,2]oxaborol-1(3H)-ol